COC=1C=C(C=CC1)NC1=NC=CC2=CC=CC=C12 N-m-methoxyphenyl-isoquinolin-1-amine